C(N)(=O)C=1N(C2=CC(=CC=C2C1)OC(F)(F)F)C=1C=C(C=CC1)[C@H]1[C@@H](C1)C(=O)O trans-(+)-2-(3-(2-carbamoyl-6-(trifluoromethoxy)-1H-indol-1-yl)phenyl)cyclopropane-1-carboxylic acid